C(C)(C)(C)OC(NC1=C(C=C(C=C1)C(N1C(N[C@@H](C1)C(F)(F)F)=O)C1CC1)F)=O (4-(cyclopropyl-((S)-2-oxo-4-(trifluoromethyl)imidazolidin-1-yl)methyl)-2-fluorophenyl)carbamic acid tert-butyl ester